trifluoromethylfuran-3-carboxamide FC(F)(F)C=1OC=CC1C(=O)N